(2-(naphthalen-2-yl)phenyl)diphenylphosphine C1=C(C=CC2=CC=CC=C12)C1=C(C=CC=C1)P(C1=CC=CC=C1)C1=CC=CC=C1